BrC1=CC(=C(C=C1)NC=1N(C(C(=C2CCN(C(C12)=O)OCCOC(C)(C)C)F)=O)C)F 8-((4-bromo-2-fluorophenyl)amino)-2-(2-(tert-butoxy)ethoxy)-5-fluoro-7-methyl-3,4-dihydro-2,7-naphthyridine-1,6(2H,7H)-dione